tert-butyl-3-imidazo[1,2-a]pyridin-7-ylazetidine-1-carboxylate C(C)(C)(C)OC(=O)N1CC(C1)C1=CC=2N(C=C1)C=CN2